4-(4-hydroxy-3-(6-(methyl(2,2,6,6-tetramethylpiperidin-4-yl)amino)pyridazin-3-yl)phenyl)pyridin-2-ol OC1=C(C=C(C=C1)C1=CC(=NC=C1)O)C=1N=NC(=CC1)N(C1CC(NC(C1)(C)C)(C)C)C